N[C@@H]1C2=CC=CC=C2CC12CCN(CC2)C=2NC(C1=C(N2)NN=C1C(=C)C1=CC(=NC=C1F)C)=O (S)-6-(1-amino-1,3-dihydro-spiro[inden-2,4'-piperidin]-1'-yl)-3-(1-(5-fluoro-2-methylpyridin-4-yl)vinyl)-1H-pyrazolo[3,4-d]pyrimidin-4(5H)-one